C(C)(C)(C)N(C(O)=O)C1CCNCC1.FC(C(=O)O)(F)F.FC(C(=O)O)(F)F bis(2,2,2-trifluoroacetic acid) tert-Butyl-piperidin-4-ylcarbamate